3-(6-bromo-8-fluoro-imidazo[1,2-a]pyridin-2-yl)glutaraldehyde BrC=1C=C(C=2N(C1)C=C(N2)C(CC=O)CC=O)F